FC(C(=O)O)(F)F.FC(C(=O)O)(F)F.N[C@@H](CC(N)=O)C(=O)O.N[C@@H](CC(N)=O)C(=O)O di(asparagine) di-trifluoroacetate salt